OC1=CC=C2C=C(C=NC2=N1)N(C1CCN(CC1)C(=O)OC(C)(C)C)C tert-butyl 4-[(7-hydroxy-1,8-naphthyridin-3-yl)(methyl)amino]piperidine-1-carboxylate